OCC[N+](C)(C)C CHOLINE